3-(4-(2-(4-(4-(4-((5-(Benzyloxy)-2-(4-(benzyloxy)phenyl)-3-methyl-3H-indol-3-yl)methyl)phenoxy)butyl)piperazin-1-yl)-2-oxoethoxy)-1-oxoisoindolin-2-yl)piperidine-2,6-dione C(C1=CC=CC=C1)OC=1C=C2C(C(=NC2=CC1)C1=CC=C(C=C1)OCC1=CC=CC=C1)(C)CC1=CC=C(OCCCCN2CCN(CC2)C(COC2=C3CN(C(C3=CC=C2)=O)C2C(NC(CC2)=O)=O)=O)C=C1